O=C1N(C(C=C1)=O)CCC(=O)N[C@@H](C(=O)N[C@H](C(=O)N[C@@H](CCC(=O)OC(C)(C)C)C(=O)NC1=CC=C(C=C1)CO)C)CC(C)C tert-butyl (4S)-4-[[(2S)-2-[[(2R)-2-[3-(2,5-dioxopyrrol-1-yl)propanoylamino]-4-methyl-pentanoyl]amino]propanoyl]amino]-5-[4-(hydroxymethyl)anilino]-5-oxo-pentanoate